sodium methyltaurate CNCCS(=O)(=O)[O-].[Na+]